(1S,4r)-4-((2-(((S)-2-fluorobutyl)amino)-5-(4-methoxypyridin-2-yl)pyrimidin-4-yl)amino)cyclohexan-1-ol F[C@H](CNC1=NC=C(C(=N1)NC1CCC(CC1)O)C1=NC=CC(=C1)OC)CC